1-(2,3-dichlorophenyl)-3-(8-hydroxy-1,1-dioxothiochroman-7-yl)urea ClC1=C(C=CC=C1Cl)NC(=O)NC1=CC=C2CCCS(C2=C1O)(=O)=O